(R)-4-(piperidin-3-ylamino)-7H-pyrrolo[2,3-d]pyrimidine-5-carboxylic acid ethyl ester C(C)OC(=O)C1=CNC=2N=CN=C(C21)N[C@H]2CNCCC2